C(CCCCC)C1=C(C(=C2C=CC(OC2=C1)(CCC=C(C)C)C)O)C(=O)O 7-hexyl-5-hydroxy-2-methyl-2-(4-methylpent-3-en-1-yl)-2H-chromene-6-carboxylic acid